ClC1=CC=CC2=C1NC(=N2)C(=O)N2[C@@H](C=1C=CC(=NC1CC2)C)C |r| Racemic-(7-chloro-1H-benzo[d]imidazol-2-yl)(2,5-dimethyl-7,8-dihydro-1,6-naphthyridin-6(5H)-yl)methanone